potassium diphenylphosphinocarboxylate C1(=CC=CC=C1)P(C1=CC=CC=C1)C(=O)[O-].[K+]